CCCCCCCCCCCCCCCCCCCCCCCCCCCCCCCCCCCCCCCCCCCC n-Tetratetracontane